α,α-dimethylbenzyl-phenol CC(C1=CC=CC=C1)(C)C1=C(C=CC=C1)O